[Na].C(CCCCCCCCCCCCCCC)(=O)OC[C@@H](OC(CCCCCCCCCCCCCCC)=O)COP(=O)(O)SC(C)O 1,2-dipalmitoyl-sn-glycero-3-phosphothioethanol, sodium salt